NC1=NC=C2N(C(N(C2=N1)[C@@H]1O[C@@H](C[C@H]1O)CO)=O)CC1=CC(=C(C=C1)F)F 2-amino-7-(3,4-difluorobenzyl)-9-((2R,3R,5S)-3-hydroxy-5-(hydroxymethyl)tetrahydrofuran-2-yl)-7,9-dihydro-8H-purin-8-one